[2,6-bis(2,6-diisopropyloxyphenyl)phenyl]-bis(3,5-bistrifluoromethylphenyl)phosphine C(C)(C)OC1=C(C(=CC=C1)OC(C)C)C1=C(C(=CC=C1)C1=C(C=CC=C1OC(C)C)OC(C)C)P(C1=CC(=CC(=C1)C(F)(F)F)C(F)(F)F)C1=CC(=CC(=C1)C(F)(F)F)C(F)(F)F